pyrido[2,1-F][1,2,4]triazine N1N2C(=CN=C1)C=CC=C2